IC1=C(C=CC=C1OC)OC 2-iodo-1,3-dimethoxybenzene